FC(F)(F)N1C(CNCC1)C(=O)N (trifluoromethyl)piperazine-2-carboxamide